Cl.P phosphine-HCl